2-(7-(tert-butyl)-3-methyl-4-oxoisothiazolo[4,3-e]pyrazolo[1,5-a]pyrimidin-5(4H)-yl)-N-(5-fluoropyridin-2-yl)acetamide C(C)(C)(C)C1=NN2C(N(C(C=3C2=NSC3C)=O)CC(=O)NC3=NC=C(C=C3)F)=C1